C(C)(C)OC(CCOC(C)(CC(C)(C)C)C)C 2-(3-isopropoxybutoxy)-2,4,4-trimethyl-pentane